COC1=CC=C(C=C1)S(=O)(=O)NCCC1=CC=C(C=C1)OC 4-methoxy-N-(4-methoxyphenylethyl)benzenesulfonamide